(2-methyl-pyrrolidinyl)chloroborane CC1N(CCC1)BCl